[(triphenylmethyl)sulfanyl]sodium C1(=CC=CC=C1)C(C1=CC=CC=C1)(C1=CC=CC=C1)S[Na]